ClC1=CC(=CC(=N1)N1C[C@H](CC1)NC(OC(C)(C)C)=O)C=1C(=C(C=C(C1)F)C1=CC(=C(C=C1)N1C(N(C=C1)C)=O)Cl)OC (S)-tert-butyl (1-(6-chloro-4-(3'-chloro-5-fluoro-2-methoxy-4'-(3-methyl-2-oxo-2,3-dihydro-1H-imidazol-1-yl)-[1,1'-biphenyl]-3-yl)pyridin-2-yl)pyrrolidin-3-yl)carbamate